BrCCCCCCCOC(CCC(OCCCCC\C=C/CC)OCCCCC\C=C/CC)=O 4,4-bis(((Z)-non-6-en-1-yl)oxy)butanoic acid 7-bromoheptyl ester